3-(4,5-dibutyloxazol-2-yl)-2-(diethoxyphosphoryl)propanoic acid C(CCC)C=1N=C(OC1CCCC)CC(C(=O)O)P(=O)(OCC)OCC